ClC1=NC(=NC(=C1)C=1C(=NC(=NC1)OC)OC)C 4-chloro-6-(2,4-dimethoxypyrimidin-5-yl)-2-methyl-pyrimidine